ClC1=CC2=C(C=N1)C=C(O2)C(=O)OCC ethyl 6-chloro-furo[3,2-c]pyridine-2-carboxylate